3-methoxy-4-((5-nitro-1H-indol-3-yl)methyl)-N'-propylbenzoyl-hydrazine COC=1C=C(C(=O)NNCCC)C=CC1CC1=CNC2=CC=C(C=C12)[N+](=O)[O-]